4,4',4'',4'''-(((ethane-1,2-diylbis((4-carboxyphenyl)azanediyl))bis(ethane-2,1-diyl))bis(azanetriyl))tetrabenzoic Acid C(CN(C1=CC=C(C=C1)C(=O)O)CCN(C1=CC=C(C(=O)O)C=C1)C1=CC=C(C(=O)O)C=C1)N(C1=CC=C(C=C1)C(=O)O)CCN(C1=CC=C(C(=O)O)C=C1)C1=CC=C(C(=O)O)C=C1